N-(3-(6-Ethoxypyridin-3-yl)-1-methyl-1H-indol-6-yl)-4-methyl-3-(phenylamino)benzamide C(C)OC1=CC=C(C=N1)C1=CN(C2=CC(=CC=C12)NC(C1=CC(=C(C=C1)C)NC1=CC=CC=C1)=O)C